tert-butyl-(2-((3-(4-((1R,5S)-9,9-dimethyl-3,6-diazabicyclo[3.2.2]nonan-6-yl) phenoxy) propyl) sulfonyl) ethyl) carbamate C(N)(OCC(S(=O)(=O)CCCOC1=CC=C(C=C1)N1[C@@H]2CNC[C@H](C1)CC2(C)C)C(C)(C)C)=O